C(=O)(O)OC(=O)O.N[Pd](N)(N)N tetra-aminopalladium dicarbonate